NC1(CC(C1)(C#N)C)C1=NC=C(C=N1)C=1C=CC2=C(C1)N1[C@H]3C4=C(C(N[C@@H](C1=N2)C3)=O)C=CC=C4OC(F)F cis-3-Amino-3-{5-[(7R,14R)-1-(difluoromethoxy)-5-oxo-5,6,7,14-tetrahydro-7,14-methanobenzimidazo[1,2-b][2,5]benzodiazocin-11-yl]pyrimidin-2-yl}-1-methylcyclobutanecarbonitril